C1=CN(C(=O)N=C1N)[C@H]2[C@@H]([C@@H]([C@H](O2)COP(=O)(O)O[C@@H]3[C@H](O[C@H]([C@@H]3O)N4C=CC(=NC4=O)N)COP(=O)(O)O[C@@H]5[C@H](O[C@H]([C@@H]5O)N6C=CC(=NC6=O)N)COP(=O)(O)O[C@@H]7[C@H](O[C@H]([C@@H]7O)N8C=NC9=C(N=CN=C98)N)COP(=O)(O)O[C@@H]1[C@H](O[C@H]([C@@H]1O)N1C=NC2=C1N=C(NC2=O)N)COP(=O)(O)O[C@@H]1[C@H](O[C@H]([C@@H]1O)N1C=NC2=C(N=CN=C21)N)COP(=O)(O)O[C@@H]1[C@H](O[C@H]([C@@H]1O)N1C=NC2=C1N=C(NC2=O)N)CO)O)O The molecule is an RNA fragment comprised of two guanosine, two adenosine and three cytidine residues connected by 3'->5' phosphodiester linkages in the sequence G-A-G-A-C-C-C.